C(#N)N1C[C@]2(CC2C1)NC(C1=CC=C(C=C1)C=1C=NC=CC1OC1=CC=C(C=C1)F)=O N-((1R)-3-cyano-3-azabicyclo[3.1.0]hexan-1-yl)-4-(4-(4-fluorophenoxy)pyridin-3-yl)benzamide